CN1C(C2(C3=C1C=NC=1C=CC(=CC31)C=3C=C(C(=NC3)N3CC1C(C3)CN(C1)C(=O)OC(C)(C)C)[N+](=O)[O-])CCC2)=O tert-Butyl 5-(5-(3'-methyl-2'-oxo-2',3'-dihydrospiro[cyclobutane-1,1'-pyrrolo[2,3-c]quinolin]-8'-yl)-3-nitropyridin-2-yl)hexahydropyrrolo[3,4-c]pyrrole-2(1H)-carboxylate